(1R,2S,5R)-2-isopropyl-5-methylcyclohexyl chloroformate ClC(=O)O[C@H]1[C@@H](CC[C@H](C1)C)C(C)C